O=C1NC(CC[C@@H]1N1C(C2=CC=C(C=C2C1)N1CCN(CC1)C1CCC2(CCN(CC2)C(=O)OC(C)(C)C)CC1)=O)=O tert-butyl 9-[4-[2-[(3S)-2,6-dioxo-3-piperidyl]-1-oxo-isoindolin-5-yl]piperazin-1-yl]-3-azaspiro[5.5]undecane-3-carboxylate